C(C1=CC=CC=C1)N1C2(CC2)C[C@H](C1)O[Si](C)(C)C(C)(C)C (R)-4-benzyl-6-(tert-butyldimethylsilyloxy)-4-azaspiro[2.4]heptane